BrC1CC(C1)OCC1=CC=CC=C1 (3-bromocyclobutoxy)toluene